tert-butyl (3S,5R)-1'-(4-methoxybenzyl)-7'-methyl-5-(((methylsulfonyl)oxy)methyl)-3',4'-dihydro-1'H-spiro[pyrrolidine-3,2'-[1,8]naphthyridine]-1-carboxylate COC1=CC=C(CN2[C@]3(CCC4=CC=C(N=C24)C)CN([C@H](C3)COS(=O)(=O)C)C(=O)OC(C)(C)C)C=C1